C1OCC12OCCN(C2)CCNC(=O)C=2C=C(C(=NC2)C)NC(=O)C2=NN=C1N2C=CC(=C1)C=1C=NN(C1)C N-(5-((2-(2,5-dioxa-8-azaspiro[3.5]nonan-8-yl)ethyl)carbamoyl)-2-methylpyridin-3-yl)-7-(1-methyl-1H-pyrazol-4-yl)-[1,2,4]triazolo[4,3-a]pyridine-3-carboxamide